(8-(6-methylpyridin-3-yl)-1,3,4,5-tetrahydro-2H-pyrido[4,3-b]indol-2-yl)(phenyl)methanone CC1=CC=C(C=N1)C1=CC=2C3=C(NC2C=C1)CCN(C3)C(=O)C3=CC=CC=C3